CC(=CC(=O)OCC(O)CO)C glycerol di(methyl)acrylate